C[C@H](CC(=O)O)O (-)-3-Hydroxybutyric acid